CC1=C(C(=C(C=C1)NC(=O)N)C)C 1-(trimethylphenyl)urea